(((2-methoxyethoxy) methoxy) methyl) benzoate C(C1=CC=CC=C1)(=O)OCOCOCCOC